4-(1-((4-methoxyphenyl)sulfonyl)-2,3-dihydro-1H-pyrrolo[2,3-c]pyridin-4-yl)benzonitrile COC1=CC=C(C=C1)S(=O)(=O)N1CCC=2C1=CN=CC2C2=CC=C(C#N)C=C2